(2,2-difluoro-1,3-benzodioxol-5-yl)-[4-(2-tetrahydropyran-4-yl-3H-imidazo[4,5-b]pyridin-7-yl)-1-piperidyl]methanone FC1(OC2=C(O1)C=CC(=C2)C(=O)N2CCC(CC2)C2=C1C(=NC=C2)NC(=N1)C1CCOCC1)F